C1(CC2C(CC1)O2)CC[Si](OC(C)C)(OC(C)C)OC(C)C 2-(3,4-epoxycyclohexyl)-ethyltriisopropoxysilane